3-(7-bromo-2-chloropyrido[4,3-d]pyrimidin-4-yl)-3,8-diazabicyclo[3.2.1]Octane-8-carboxylate BrC1=CC=2N=C(N=C(C2C=N1)N1CC2CCC(C1)N2C(=O)[O-])Cl